NC/C(/CN1N=CN(C1=O)CC=1SC(=CC1)C1=CC=C(C=C1)OC(F)F)=C\F 2-[(2E)-2-(aminomethyl)-3-fluoroprop-2-en-1-yl]-4-({5-[4-(difluoromethoxy)phenyl]thiophen-2-yl}methyl)-2,4-dihydro-3H-1,2,4-triazol-3-one